BrC=1C(=C(C=CC1)CN)F (3-bromo-2-fluorophenyl)methanamine